5,8-dioxo-2,3,5,8-tetrahydro-1H-pyrazolo[1,2-a]pyridazine-2-carboxylic acid O=C1N2N(C(C=C1)=O)CC(C2)C(=O)O